N-[3-(6-acetamido-3-pyridyl)-8-methyl-imidazo[1,2-a]pyridin-6-yl]-4-fluoro-3-methoxy-N-methyl-benzamide C(C)(=O)NC1=CC=C(C=N1)C1=CN=C2N1C=C(C=C2C)N(C(C2=CC(=C(C=C2)F)OC)=O)C